C(CC)O[Si](C=C)(C=C)OCCC di(n-propoxy)divinyl-silane